2-chloro-6-(difluoromethyl)-7-methyl-4-[3-(trifluoromethyl)-1-bicyclo[1.1.1]pentanyl]pteridine ClC1=NC2=NC(=C(N=C2C(=N1)C12CC(C1)(C2)C(F)(F)F)C(F)F)C